N-((2-(6-(2-oxa-5,8-diazaspiro[3.5]nonan-8-yl)pyridin-2-yl)-1,6-naphthyridin-7-yl)methyl)-4-methyl-3-(methylsulfonyl)benzamide C1OCC12NCCN(C2)C2=CC=CC(=N2)C2=NC1=CC(=NC=C1C=C2)CNC(C2=CC(=C(C=C2)C)S(=O)(=O)C)=O